N-(4-(3-((2,5-dichlorophenethyl)amino)-2-hydroxypropoxy)phenyl)-N-methylmethanesulfonamide ClC1=C(CCNCC(COC2=CC=C(C=C2)N(S(=O)(=O)C)C)O)C=C(C=C1)Cl